4-(4-piperidyl)phenoxylpiperidine N1CCC(CC1)C1=CC=C(ON2CCCCC2)C=C1